CC1CC2C(CC1C(=O)[O-])O2 6-methyl-3,4-epoxy-cyclohexanecarboxylate